ClC=1C=C(C=CC1)S(=O)(=O)N1CC2=CC(=CC=C2C(C1)(C)C)N1CCN(CC1)C1CCCC1 2-((3-chlorophenyl)sulfonyl)-7-(4-cyclopentylpiperazin-1-yl)-4,4-dimethyl-1,2,3,4-tetrahydroisoquinoline